BrC(C)C1=CC=C(C=C1)N1N=C(C=C1C)C(F)(F)F 1-(4-(1-Bromoethyl)phenyl)-5-methyl-3-(trifluoromethyl)-1H-pyrazole